O(OOCCCCCCCCCC)C(C(=O)O)CC(=O)N trioxatridecyl-succinamic acid